1,3-dichloro-2-ethoxy-1,1,3,3-tetrafluoropropane ClC(C(C(F)(F)Cl)OCC)(F)F